C(C)(=O)OC[C@H](NC([C@@H](NC(=O)C=1N=C(SC1)N1CCN(CC1)C(COCCOC)=O)CO[Si](C)(C)C(C)(C)C)=O)C(=O)OC Methyl O-acetyl-N-(O-(tert-butyldimethylsilyl)-N-(2-(4-(2-(2-methoxyethoxy)acetyl)piperazin-1-yl)thiazole-4-carbonyl)-L-seryl)-L-serinate